[2-(2,6-dioxopiperidin-3-yl)-4-methoxy-3-oxo-2,3-dihydro-1H-isoindol-5-yl]methyl N-{2-chloro-4-[2-(trifluoromethyl)phenoxy]phenyl}carbamate ClC1=C(C=CC(=C1)OC1=C(C=CC=C1)C(F)(F)F)NC(OCC=1C(=C2C(N(CC2=CC1)C1C(NC(CC1)=O)=O)=O)OC)=O